4-[2-(4-chloro-3-fluorophenoxy)acetamido]-N-[6-(trifluoromethoxy)pyridin-3-yl]-2-oxabicyclo[2.2.2]octane-1-carboxamide, trifluoroacetic acid salt FC(C(=O)O)(F)F.ClC1=C(C=C(OCC(=O)NC23COC(CC2)(CC3)C(=O)NC=3C=NC(=CC3)OC(F)(F)F)C=C1)F